C2-hydroxy-2-methylpropane-1-sulfonamide OC(CS(=O)(=O)N)(C)C